1-(Cyano-2-ethoxy-2-oxoethylideneaminooxy)dimethylamino(morpholino)uronium Hexafluorophosphate F[P-](F)(F)(F)(F)F.C(#N)C(C(=O)OCC)=NO[N+](=C(O)NN(C)C)N1CCOCC1